C(C1=CC=CC=C1)O[C@H]1[C@@H](C(O[C@@H]1COCC1=CC=CC=C1)(O)C1=CN=C2C(=NC=NN21)SC)F (3S,4R,5R)-4-(benzyloxy)-5-[(benzyloxy)methyl]-3-fluoro-2-[4-(methylsulfanyl)imidazo[2,1-f][1,2,4]triazin-7-yl]oxolan-2-ol